FC(C1=C(C=C(C=C1)OC)C1CCC(CC1)CO)F ((1r,4r)-4-(2-(difluoromethyl)-5-methoxyphenyl)cyclohexyl)methanol